4-(3-Chloroanilino)-2'-[(2R)-3-{[(5S,7R)-5,7-dimethyl-5,6,7,8-tetrahydroquinolin-4-yl]oxy}-2-methylpropyl]-2',3'-dihydrospiro[cyclohexane-1,1'-indene]-4-carboxylic acid ClC=1C=C(NC2(CCC3(C(CC4=CC=CC=C34)C[C@H](COC3=CC=NC=4C[C@@H](C[C@@H](C34)C)C)C)CC2)C(=O)O)C=CC1